C1CCC12N(CCOC2)CCNC(=O)C=2C=C(C(=NC2)C)NC(=O)C=2C=NN1C2SC(=C1)C=1C=NN(C1)C N-(5-((2-(8-oxa-5-azaspiro[3.5]nonan-5-yl)ethyl)carbamoyl)-2-methylpyridin-3-yl)-2-(1-methyl-1H-pyrazol-4-yl)pyrazolo[5,1-b]thiazole-7-carboxamide